ClC1=C(C(=CC=C1)Cl)CC(=O)NC1=CC(=NC=C1)N(C(C)=O)C1=C(C=C(C=C1)C(F)(F)F)F N-{4-[2-(2,6-dichlorophenyl)acetamido]pyridin-2-yl}-N-[2-fluoro-4-(trifluoromethyl)phenyl]acetamide